N-formyl-α-methylglycine butyl ester C(CCC)OC(C(NC=O)C)=O